C(C1=CC=CC=C1)N1CC(C(C(C1)C)(F)F)N1C(C2=CC=CC=C2C1=O)=O 2-(1-Benzyl-4,4-difluoro-5-methylpiperidin-3-yl)isoindoline-1,3-dione